BrC1=CC(=C2C=NNC2=C1)C=1N=NN(C1)CC=1N=C2N(C=C(C=C2)CO)C1 (2-((4-(6-bromo-1H-indazole-4-yl)-1H-1,2,3-triazol-1-yl)methyl)imidazo[1,2-a]pyridine-6-yl)methanol